CNC1=CC=C(CNC(OC(C)(C)C)=O)C=C1 tert-butyl (4-methylaminobenzyl)-carbamate